2-hydroxyphenyl-acetic acid OC1=C(C=CC=C1)CC(=O)O